C12COCC2C1C(=O)OCC ethyl 3-oxabicyclo[3.1.0]hexane-6-carboxylate